CSC=1OC=CC1 (methylthio)furan